(1S,3aR,6aS)-2-(4-(difluoromethoxy)-1H-indole-2-carbonyl)-N-((S)-1-oxo-3-((S)-2-oxopyrrolidin-3-yl)propan-2-yl)octahydrocyclopenta[c]pyrrole-1-carboxamide FC(OC1=C2C=C(NC2=CC=C1)C(=O)N1[C@@H]([C@@H]2[C@H](C1)CCC2)C(=O)N[C@H](C=O)C[C@H]2C(NCC2)=O)F